2-(4-chlorophenoxy)-N-(5-(3-(piperidine-1-carbonyl)pyrazolo[1,5-a]pyridin-7-yl)pyridin-3-yl)acetamide ClC1=CC=C(OCC(=O)NC=2C=NC=C(C2)C2=CC=CC=3N2N=CC3C(=O)N3CCCCC3)C=C1